OCC=1C=C(C(=NC1C([2H])([2H])O)OC)C1CCN(CC1)C(=O)OC(C)(C)C tert-butyl 4-(5-(hydroxymethyl)-6-(hydroxymethyl-d2)-2-methoxypyridin-3-yl)piperidine-1-carboxylate